N1CC(C1)N1CCC(CC1)C1=NN(C2=NC=C(C=C21)C=2SC1=C(N2)C=C(C(=C1C1=CC=C(C=C1)Cl)[C@@H](C(=O)OCC)OC(C)(C)C)C)C ethyl (S)-2-(2-(3-(1-(azetidin-3-yl)piperidin-4-yl)-1-methyl-1H-pyrazolo[3,4-b]pyridin-5-yl)-7-(4-chlorophenyl)-5-methylbenzo[d]thiazol-6-yl)-2-(tert-butoxy)acetate